7-((7-((7-(benzyloxy)-2,2-diphenylbenzo[d][1,3]dioxole-5-carbonyl) oxy)-2,2-diphenylbenzo[d][1,3]dioxole-5-carbonyl) oxy)-2,2-diphenylbenzo[d][1,3]dioxole-5-carboxylate C(C1=CC=CC=C1)OC1=CC(=CC2=C1OC(O2)(C2=CC=CC=C2)C2=CC=CC=C2)C(=O)OC2=CC(=CC1=C2OC(O1)(C1=CC=CC=C1)C1=CC=CC=C1)C(=O)OC1=CC(=CC2=C1OC(O2)(C2=CC=CC=C2)C2=CC=CC=C2)C(=O)[O-]